tert-butyl-N-[2-(2,5-dioxo-2,5-dihydro-1H-pyrrol-1-yl)ethyl]-L-glutaminate C(C)(C)(C)OC([C@@H](NCCN1C(C=CC1=O)=O)CCC(N)=O)=O